C(C)(C)(C)OC(=O)N[C@@H]1C[C@H](CC1)NC1=NC=C(C(=N1)C1=CNC2=C(C(=CC=C12)C(=O)OC)Cl)C(F)(F)F methyl 3-(2-(((1S,3S)-3-((tert-butoxycarbonyl)amino)cyclopentyl)amino)-5-(trifluoromethyl)pyrimidine-4-yl)-7-chloro-1H-indole-6-carboxylate